6-((4-butyl-4-phenethylpiperidin-1-yl)methyl)-1H-benzo[d][1,3]oxazin-2(4H)-one C(CCC)C1(CCN(CC1)CC1=CC2=C(NC(OC2)=O)C=C1)CCC1=CC=CC=C1